C1(CC1)C=1C=C2C(C=CO2)=C(C1)O 6-cyclopropylbenzofuran-4-ol